(5S,8S)-N-(2-chloro-4-fluorobenzyl)-5-fluoro-8-hydroxy-8-(((2-hydroxyethyl)thio)methyl)-5,6,7,8-tetrahydroquinoline-5-carboxamide ClC1=C(CNC(=O)[C@]2(C=3C=CC=NC3[C@@](CC2)(CSCCO)O)F)C=CC(=C1)F